Ethyl (trifluoromethoxy)thiophene-2-carboxylate FC(OC1=C(SC=C1)C(=O)OCC)(F)F